COCCN1C[C@H]([C@@H](C1)C1=CC=CC=C1)NC(=O)NC1=C2C(=NN1C1=CC=CC=C1)CSC2 1-((3S,4R)-1-(2-methoxyethyl)-4-phenylpyrrolidin-3-yl)-3-(2-phenyl-4,6-dihydro-2H-thieno[3,4-c]pyrazol-3-yl)urea